FC=1N=C(SC1CN1[C@H](C[C@H](C1)OC1=NC=NC(=C1)O)C)NC(C)=O N-(4-fluoro-5-(((2S,4R)-4-((6-hydroxypyrimidin-4-yl)oxy)-2-methylpyrrolidin-1-yl)methyl)thiazol-2-yl)acetamide